tert-butyl 4-[[(1S)-1-(4-bromophenyl)-2,2,2-trifluoro-ethyl]-methyl-carbamoyl]piperidine-1-carboxylate BrC1=CC=C(C=C1)[C@@H](C(F)(F)F)N(C(=O)C1CCN(CC1)C(=O)OC(C)(C)C)C